tert-butyl 4-(2-(3-cyclopropyl-1-(trans-3-((1,3-dioxoisoindolin-2-yl)methyl)cyclobutyl)-1H-pyrazol-4-yl)-5-fluoropyridin-3-yl)piperazine-1-carboxylate C1(CC1)C1=NN(C=C1C1=NC=C(C=C1N1CCN(CC1)C(=O)OC(C)(C)C)F)[C@@H]1C[C@H](C1)CN1C(C2=CC=CC=C2C1=O)=O